3-Deuterio-4-[[(2R,3R,4S,5S)-3-(3,4-difluoro-2-methoxyphenyl)-4,5-dimethyl-5-(trifluoromethyl)tetrahydrofuran-2-carbonyl]amino]pyridin-2-carboxamid [2H]C=1C(=NC=CC1NC(=O)[C@@H]1O[C@@]([C@H]([C@@H]1C1=C(C(=C(C=C1)F)F)OC)C)(C(F)(F)F)C)C(=O)N